C(#N)C=1C=C(OC=2C=CC(=C3[C@H](C([C@@H](C23)F)(F)F)O)S(=O)(C)=NC#N)C=C(C1)F [[(1R,3R)-7-(3-cyano-5-fluoro-phenoxy)-1,2,2-trifluoro-3-hydroxy-indan-4-yl]-methyl-oxo-λ6-sulfanylidene]cyanamide